ClC1=CC=C2C(NC(N(C2=C1)C=1N=NC=CC1)=O)=O 7-Chloro-1-(pyridazin-3-yl)quinazoline-2,4(1H,3H)-dione